8,9-dihydro-3H-dibenzo[b,f][1,2,3]triazolo[4,5-d]azocine N1=NNC=2C3=C(NCC4=C(C21)C=CC=C4)C=CC=C3